1,5-dimethyl-1,6-hexanediamine CC(CCCC(CN)C)N